C1(=CC=CC=C1)C1N(CCNC1)C1=CC2=C(C(C=3C(=CC4=C(OCO4)C3)OC2)=O)C=C1F 8-(phenylpiperazine-1-yl)-9-fluoro[2]benzoxepino[3,4-f]-1,3-benzodioxol-11(6H)-one